ClC1(C(C1)(C)C(=O)O)Cl 2,2-dichloro-1-methylcyclopropylformic acid